COC=1C(=C(C(=CC1C)NS(=O)(=O)C1=CC=C(C=C1)C)N(S(=O)(=O)C1=CC=C(C=C1)C)C1=C(C(=C(C(=C1)C)OC)C)N1C2=CC=CC=C2C=2C(=CC=CC12)OCC1OC1)C N-(3-methoxy-2,4-dimethyl-6-((4-methylphenyl)sulphonamido)phenyl)-N-(4-methoxy-3,5-dimethyl-2-(4-(oxiran-2-ylmethoxy)-9H-carbazol-9-yl)phenyl)-4-methylbenzenesulfonamide